ClC1=C(C=C2C=C(N=CC2=C1)NC(=O)[C@@H]1COC(C1)(C)C)N1CCN(CC1)[C@@]1(COC[C@@H]1O)C (S)-N-(7-chloro-6-(4-((3R,4R)-4-hydroxy-3-methyltetrahydrofuran-3-yl)piperazin-1-yl)isoquinolin-3-yl)-5,5-dimethyltetrahydrofuran-3-carboxamide